2,4-bis(2-ethylhexyl-dithio)thiazole C(C)C(CSSC=1SC=C(N1)SSCC(CCCC)CC)CCCC